[Cl-].C[N+]1=C(C=CC=C1)CCCC 1-methyl-2-butylpyridinium chloride